5,6-dimethoxy-2-(2-methoxyphenyl)-4H-chromen-4-one COC1=C2C(C=C(OC2=CC=C1OC)C1=C(C=CC=C1)OC)=O